FC(C)(F)C1=NC=CC(=C1)CNC(=O)NC1CC2(C1)CCC2 1-[[2-(1,1-difluoroethyl)pyridin-4-yl]methyl]-3-spiro[3.3]heptan-2-ylurea